Methyl (3S)-1-(4-{7-cyclopropyl-5-[(1R)-1-methyl-1,2,3,4-tetrahydroisoquinoline-2-carbonyl]pyrazolo[1,5-c]pyrimidin-2-yl}-3-fluorophenyl)pyrrolidine-3-carboxylate C1(CC1)C1=NC(=CC=2N1N=C(C2)C2=C(C=C(C=C2)N2C[C@H](CC2)C(=O)OC)F)C(=O)N2[C@@H](C1=CC=CC=C1CC2)C